NC(C([C@H](C[C@H]1C(NCC1)=O)NC([C@H](CC(C)C)NC(N(CC1=CC=CC=C1)C1CCN(CC1)C(=O)OC(C)(C)C)=O)=O)=O)=O Tert-butyl 4-(3-((S)-1-(((S)-4-amino-3,4-dioxo-1-((S)-2-oxopyrrolidin-3-yl)butan-2-yl)amino)-4-methyl-1-oxopentan-2-yl)-1-benzylureido)piperidine-1-carboxylate